FC1=C(C=CC=C1)COC1=CC=2N(C=C1)N=C(C2C(=O)N[C@H](C(=O)N)CO)C (2S)-2-({5-[(2-fluorophenyl)methoxy]-2-methylpyrazolo[1,5-a]pyridin-3-yl}formamido)-3-hydroxypropanamide